6-chloropyrido[3,4-d]pyrimidin ClC1=CC2=C(N=CN=C2)C=N1